Methyl 3-amino-3-deoxy-β-D-galactopyranosyl-(1→4)-2-acetamido-2-deoxy-β-D-glucopyranoside N[C@@H]1[C@H]([C@@H](O[C@@H]([C@@H]1O)CO)O[C@H]1[C@@H]([C@H]([C@H](OC)O[C@@H]1CO)NC(C)=O)O)O